(Ra)-N-[6-(5-chloro-1,3-benzothiazol-2-yl)spiro[3.3]heptan-2-yl]-2-cyclopropylsulfonyl-pyridine-4-carboxamide ClC=1C=CC2=C(N=C(S2)C2CC3(CC(C3)NC(=O)C3=CC(=NC=C3)S(=O)(=O)C3CC3)C2)C1